5-amino-6-carbamoyl-4-(3-methoxy-2,6-dimethyl-phenyl)pyridine-2-carboxylic acid NC=1C(=CC(=NC1C(N)=O)C(=O)O)C1=C(C(=CC=C1C)OC)C